methyl-2-chloro-5-(1-ethoxyvinyl)isonicotinic acid CC1=C(C(=O)O)C(=CN=C1Cl)C(=C)OCC